C(CCCC)P(CCCC)(CCCCC)=O dipentyl-butyl-phosphine oxide